F[C@H]1CN(CC[C@H]1NC=1C=2N(C=CC1)C(=C(N2)C#CCNC2=C(C=C(C(=O)NC)C=C2)OC)SC(F)(F)F)C([2H])([2H])[2H] 4-((3-(8-(((3S,4R)-3-fluoro-1-(methyl-d3)piperidin-4-yl)amino)-3-((trifluoromethyl)thio)imidazo[1,2-a]pyridin-2-yl)prop-2-yn-1-yl)amino)-3-methoxy-N-methylbenzamide